4-[1-[(1S)-1-[(2S,4r)-4-hydroxy-2-(methylcarbamoyl)pyrrolidine-1-carbonyl]-2,2-dimethyl-propyl]triazol-4-yl]-2-methyl-pyrazole-3-carboxylic acid methyl ester COC(=O)C=1N(N=CC1C=1N=NN(C1)[C@@H](C(C)(C)C)C(=O)N1[C@@H](C[C@H](C1)O)C(NC)=O)C